(1S,2S,5R)-N-((S)-1-cyano-2-((R)-2-oxopyrrolidin-3-yl)ethyl)-3-(9-hydroxy-9H-fluorene-9-carbonyl)-6,6-dimethyl-3-azabicyclo[3.1.0]hexane-2-carboxamide C(#N)[C@H](C[C@@H]1C(NCC1)=O)NC(=O)[C@@H]1[C@@H]2C([C@@H]2CN1C(=O)C1(C2=CC=CC=C2C=2C=CC=CC12)O)(C)C